C1OCCC2=C1C=CC(=C2)C2=CC(=C(C(=C2)C(C)C)CC(=O)NS(=O)(=O)C2=CC=C(C=C2)CN(C)C)C(C)C 2-[4-(3,4-dihydro-1H-2-benzopyran-6-yl)-2,6-bis(propan-2-yl)phenyl]-N-{4-[(dimethylamino)methyl]benzene-sulfonyl}-acetamide